(3R,6S)-(S)-sec-butyl 6-benzyl-3-(hydroxymethyl)-8-(4-hydroxyphenethyl)-4,7-dioxohexahydropyrazino[2,1-c][1,2,4]oxadiazine-1(6H)-carboxylate C(C1=CC=CC=C1)[C@H]1C(N(CC2N(O[C@@H](C(N21)=O)CO)C(=O)O[C@@H](C)CC)CCC2=CC=C(C=C2)O)=O